ClC=1C=C(C=CC1Cl)CNC=1N=C(C2=C(N1)C=NN2CCCC2=NN=NN2)OC N-[(3,4-dichlorophenyl)methyl]-7-methoxy-1-[3-(1H-tetrazol-5-yl)propyl]pyrazolo[4,3-d]pyrimidin-5-amine